NC=1C(=C(C=C2C=C(N=CC12)NC(OC(C)C=1C=NN(C1)C)=O)C1=C(C2=C(OCCN2)N=C1)C)F 1-(1-Methyl-1H-pyrazol-4-yl)ethyl (8-amino-7-fluoro-6-(8-methyl-2,3-dihydro-1H-pyrido[2,3-b][1,4]oxazin-7-yl)isoquinolin-3-yl)carbamate